(S)-2-amino-2-cycloheptyl-N-(5-(4-hydroxy-1-methyl-1H-pyrazol-5-yl)pyridin-2-yl)acetamide N[C@H](C(=O)NC1=NC=C(C=C1)C1=C(C=NN1C)O)C1CCCCCC1